C(#N)C=1C=C(C=NC1)[C@H]1N(OCC1)C(=O)[C@@H]1CC[C@H](CC1)CN1C=NC2=C1C=C(C(=C2)C#N)F trans-1-((4-((S)-3-(5-cyanopyridin-3-yl)isoxazolidine-2-carbonyl)cyclohexyl)methyl)-6-fluoro-1H-benzo[d]imidazole-5-carbonitrile